5-(2,3-dichloropyridin-4-yl)-6-methylpyrimidine-4-carbonitrile ClC1=NC=CC(=C1Cl)C=1C(=NC=NC1C)C#N